N-(3-((5-cyclopropylpyrimidin-2-yl)amino)phenyl)-3-fluoro-N-((4-(5-(trifluoromethyl)pyridin-2-yl)bicyclo[2.2.2]octan-1-yl)methyl)bicyclo[1.1.1]pentane-1-carboxamide C1(CC1)C=1C=NC(=NC1)NC=1C=C(C=CC1)N(C(=O)C12CC(C1)(C2)F)CC21CCC(CC2)(CC1)C1=NC=C(C=C1)C(F)(F)F